((2,2-Dioxo-1,3-Dihydrobenzo[c]thiophen-5-yl)amino)-6-ethynyl-8-((1R,2R)-2-hydroxy-2-methylcyclopentyl)-5-methylpyrido[2,3-d]pyrimidin-7(8H)-one O=S1(CC2=C(C1)C=C(C=C2)NC=2N=CC1=C(N2)N(C(C(=C1C)C#C)=O)[C@H]1[C@](CCC1)(C)O)=O